BrC1=CC(=C(CNS(=O)(=O)C2=CC=C(C=C2)OC)C(=C1)C)C N-(4-bromo-2,6-dimethylbenzyl)-4-methoxybenzenesulfonamide